C(C1=CC=CC=C1)OCCCCCCN1C([C@H]2[C@@H]([C@@H](C1)O)OC(O2)(C)C)=O (3aR,7R,7aR)-5-(6-benzyloxyhexyl)-7-hydroxy-2,2-dimethyl-3a,6,7,7a-tetrahydro-[1,3]dioxolo[4,5-c]pyridin-4-one